(2S,5R)-5-[(4-benzyl-1-piperidyl)methyl]-2-(4-bromophenyl)-1,4-thiazepan-3-one C(C1=CC=CC=C1)C1CCN(CC1)C[C@@H]1NC([C@@H](SCC1)C1=CC=C(C=C1)Br)=O